3-[4-[2-[5-[(6,7-difluoro-4-methylsulfanyl-1H-indol-5-yl)oxy]-2-fluoro-phenyl]-1H-imidazol-4-yl]-2,2,4-trimethyl-chroman-8-yl]propanoic acid FC1=C(C(=C2C=CNC2=C1F)SC)OC=1C=CC(=C(C1)C=1NC=C(N1)C1(CC(OC2=C(C=CC=C12)CCC(=O)O)(C)C)C)F